BrC1=C(OCCC(=O)O)C=CC=C1F 3-(2-bromo-3-fluoro-phenoxy)propanoic acid